C(C)C1=NC(=NC=C1)NC1(CCC1)C1=NC=CC=C1 Ethyl-2-((1-(pyridin-2-yl)cyclobutyl)amino)pyrimidine